NCCC[Si](OC)(C)C (3-aminopropyl)dimethyl-methoxysilane